ClC1=CC(=CC(=N1)C1=CC(=NC(=C1)F)C(=O)NC)[C@@H]1CN(C[C@H](O1)C(F)F)C(C=C)=O trans-4-[6-chloro-4-[6-(difluoromethyl)-4-prop-2-enoyl-morpholin-2-yl]-2-pyridyl]-6-fluoro-N-methyl-pyridine-2-carboxamide